methyl rac-(2R,4R)-4-{[tert-butyl(dimethyl)silyl]oxy}-6-chloro-3,4-dihydro-2H-1-benzopyran-2-carboxylate [Si](C)(C)(C(C)(C)C)O[C@@H]1C[C@@H](OC2=C1C=C(C=C2)Cl)C(=O)OC |r|